FC=1C(=NC(=NC1)N[C@@H]1CC[C@H](CC1)C(=O)OC)C1=CC(=CC=C1)C=1C(=NC=CC1)OC trans-methyl 4-((5-fluoro-4-(3-(2-methoxypyridin-3-yl)phenyl)pyrimidin-2-yl)amino)cyclohexane-1-carboxylate